O1C(NC2=C1C=CC(=C2)C2(NC(=NC=C2F)NC=2C=C(C(=NC2)N2[C@@H]1CN([C@H](C2)C1)C)C)N)=O 4-(benzoxazolin-2-one-5-yl)-N2-[3-methyl-2-((1S,4S)-5-methyl-2,5-diazabicyclo[2.2.1]hept-2-yl)pyridin-5-yl]-5-fluoropyrimidine-2,4-diamine